FC(OC1=CC=C(C=C1)[C@H](C)NC(C)=O)(F)F N-[(1S)-1-[4-(trifluoromethoxy)phenyl]ethyl]acetamide